C(=O)(O)CCCCN(C1C=2C=CC(=NC2CCC1)C(=O)O)CCC1=C(C=CC=C1)OCC1=C(C=C(C=C1)C1=CC=C(C=C1)C(F)(F)F)Cl 5-{(4-carboxybutyl)[2-(2-{[3-chloro-4'-(trifluoromethyl)biphenyl-4-yl]methoxy}phenyl)ethyl]amino}-5,6,7,8-tetrahydroquinoline-2-carboxylic acid